7-[3-methyl-1-(1-methyl-2,6-dioxopiperidin-3-yl)-2-oxo-1,3-benzodiazol-5-yl]hept-6-ynoic acid CN1C(N(C2=C1C=C(C=C2)C#CCCCCC(=O)O)C2C(N(C(CC2)=O)C)=O)=O